FC1=C(C(=NC(=C1C(N1N=C(C(=C1F)F)F)(F)F)C(F)(F)F)C(=O)OC([C@@H]1[C@H]([C@H]([C@@H](O1)N1C(=O)NC(=O)C=C1)F)O[Si](C)(C)C(C)(C)C)C(C1=CC=CC=C1)(C1=CCC(C=C1)(OC)OC)C1=CC=CC=C1)C1=C(C(=C(C(=C1F)F)F)F)F deoxy-2'-fluoro-3'-O-(tert-butyldimethylsilyl)-5'-(4',4'-dimethoxytrityl)uridine Perfluorophenyl-5-((1H-pyrazol-1-yl)methyl)-6-(trifluoromethyl)picolinate